6-fluoro-N-(1-((2s,3r,4r,5r)-3-fluoro-4-hydroxy-5-(hydroxymethyl)tetrahydrofuran-2-yl)-2-oxo-1,2-dihydropyrimidin-4-yl)nicotinamide FC1=NC=C(C(=O)NC2=NC(N(C=C2)[C@H]2O[C@@H]([C@H]([C@H]2F)O)CO)=O)C=C1